BrC=1C(=C(C=CC1)C1OCCO1)[N+](=O)[O-] 2-(3-bromo-2-nitrophenyl)-1,3-dioxolane